C12CNCC(CCC1)N2C(=O)OC(C)(C)C tert-butyl 3,9-diaza-bicyclo[3.3.1]nonane-9-carboxylate